C(C1=CC=CC=C1)OC(=O)N1CCC(CC1)CN1CCC(CC1)CC1CN(C1)C1=NC=CC(=C1)B(O)O [2-[3-[[1-[(1-benzyloxycarbonyl-4-piperidyl)methyl]-4-piperidyl]methyl]azetidin-1-yl]-4-pyridyl]boronic acid